FC1=C(C(=CC(=C1)F)F)S(=O)(=O)NC=1C(=NC=C(C1)C=1C=CC=2N=CN=C(C2N1)C1CCN(CC1)C(\C=C\C(C)=O)=O)OC (E)-2,4,6-trifluoro-N-(2-methoxy-5-(4-(1-(4-oxopent-2-enoyl)piperidin-4-yl)pyrido[3,2-d]pyrimidin-6-yl)pyridin-3-yl)benzenesulfonamide